[(5-chloropyridin-3-yl)methyl]({2-[(9R)-9-[3-(trifluoromethyl)phenyl]-6-oxaspiro[4.5]decan-9-yl]ethyl})amine ClC=1C=C(C=NC1)CNCC[C@]1(CCOC2(CCCC2)C1)C1=CC(=CC=C1)C(F)(F)F